2-methyl-pentanol CC(CO)CCC